(R)-spiro[2.2]pentane-1-carboxamide [C@H]1(CC12CC2)C(=O)N